C[C@@H](C(=O)NC=1C(=NC=CC1)C1=CC=NC=C1)C=C 3-((R)-2-methylbut-3-enamido)-[2,4'-bipyridine]